(1r,2'R,4R)-4-(3-chloroanilino)-2'-{3-[(3-methylpyridin-4-yl)oxy]propyl}-2',3'-dihydrospiro[cyclohexane-1,1'-indene]-4-carboxylic acid ClC=1C=C(NC2(CCC3([C@@H](CC4=CC=CC=C34)CCCOC3=C(C=NC=C3)C)CC2)C(=O)O)C=CC1